BrC1=C2CC3(CCN(CC3)C(=O)OC(C)(C)C)COC2=CC=C1 tert-Butyl 5-bromospiro[chroman-3,4'-piperidine]-1'-carboxylate